3-(2-chloropyrimidin-4-yl)-6-(difluoromethyl)imidazo[1,2-a]pyridine ClC1=NC=CC(=N1)C1=CN=C2N1C=C(C=C2)C(F)F